2-[4-(1,3-benzodioxolan-5-yl)-2-(1,1-dimethyl-ethyl)-1H-imidazol-5-yl]-6-methyl-pyridine O1COC2=C1C=CC(=C2)C=2N=C(NC2C2=NC(=CC=C2)C)C(C)(C)C